FC(C1=C(C(=C(C(=O)O)C=C1)CC)SCC)F 4-(difluoromethyl)-2-ethyl-3-(ethylsulfanyl)benzoic acid